2-[4,7-Dichloro-6-[4-(1-ethylpiperidin-4-yl)phenyl]indazol-2-yl]-2-[rac-(6R)-6-fluoro-6,7-dihydro-5H-pyrrolo[1,2-c]imidazol-1-yl]-N-(1,3-thiazol-2-yl)acetamide ClC=1C2=CN(N=C2C(=C(C1)C1=CC=C(C=C1)C1CCN(CC1)CC)Cl)C(C(=O)NC=1SC=CN1)C1=C2N(C=N1)C[C@@H](C2)F |r|